4-(2H-TETRAZOL-5-YL)-PHENYLBORONIC ACID N=1NN=NC1C1=CC=C(C=C1)B(O)O